ClC1=C(C=CC(=C1)OCOC)C=1SC=C(N1)CC(=O)NCC(=O)O (2-(2-(2-CHLORO-4-(METHOXYMETHOXY)PHENYL)THIAZOL-4-YL)ACETYL)GLYCINE